[Cl-].[Cl-].[NH+]1=CC=C(C=C1)C1=CC=[NH+]C=C1 4,4'-bipyridinium dichloride